benzyl (2S)-6-[(tert-butoxycarbonyl)amino]-2-[(2S)-2-[(tert-butoxycarbonyl)amino]-3-(3,4-dihydroxyphenyl)propanamido]hexanoate C(C)(C)(C)OC(=O)NCCCC[C@@H](C(=O)OCC1=CC=CC=C1)NC([C@H](CC1=CC(=C(C=C1)O)O)NC(=O)OC(C)(C)C)=O